Cl.N1=CN=CC2=CC=CC(=C12)C(=O)N quinazolin-8-carboxamide hydrochloride